CS(=O)(=O)O.C(CC)(=O)OCC ethyl propionate methanesulfonate